tris(2,2,6,6-tetramethyl-4-piperidyl)-benzene-1,3,4-Triformate CC1(NC(CC(C1)C1=C(C(=C(C(=C1C(=O)[O-])C1CC(NC(C1)(C)C)(C)C)C(=O)[O-])C(=O)[O-])C1CC(NC(C1)(C)C)(C)C)(C)C)C